2-chloro-9-isopropyl-N-({2-[3-(morpholin-4-yl)pyrazol-1-yl]phenyl}methyl)purin-6-amine ClC1=NC(=C2N=CN(C2=N1)C(C)C)NCC1=C(C=CC=C1)N1N=C(C=C1)N1CCOCC1